ClC1=C(C(=CC=C1)Cl)C1=NC(=NC2=C1C(NC=1N2CCN1)=O)NC1=CC(=C(C=C1)C1CCN(CC1)C)C (2,6-dichlorophenyl)-2-((3-methyl-4-(1-methylpiperidin-4-yl)phenyl)amino)-8,9-dihydroimidazo[1,2-a]pyrimido[5,4-e]pyrimidin-5(6H)-one